C(C)(C)C1=C(C=CC=C1)[C@@H]1N(CCN(C1)CC1=CC=C(C=C1)OC)C1CC2(CN(C2)C2=CC=C(C(=O)N)C=C2)C1 4-(6-((S)-2-(2-isopropylphenyl)-4-(4-methoxybenzyl)piperazin-1-yl)-2-azaspiro[3.3]heptan-2-yl)benzamide